C(C(=C)C)(=O)OCCCCCCCCCCCCCCCC normal hexadecyl methacrylate